1-(4-((2-((6-(pyridin-4-yl)imidazo[1,2-a]pyridin-2-yl)amino)pyridin-4-yl)methyl)piperazin-1-yl)ethanone N1=CC=C(C=C1)C=1C=CC=2N(C1)C=C(N2)NC2=NC=CC(=C2)CN2CCN(CC2)C(C)=O